Dimethyl 5-(3-(3-oxo-1-phenyl-2,7,10-trioxa-4-azadodecane-12-yl)ureido)isophthalate O=C(OCC1=CC=CC=C1)NCCOCCOCCNC(NC=1C=C(C=C(C(=O)OC)C1)C(=O)OC)=O